ClC1=CC=C(C=C1)C=1SC(=CN1)C=O 2-(4-chlorophenyl)thiazole-5-carbaldehyde